C(C)(C)(C)C1=CC=C(C=C1)N(C(=O)[C@@H]1N(C[C@H](C1)OC1=CC=CC=C1)C(=O)OC(C)(C)C)C(C(=O)NC1CCCCC1)C=1C=NC=CC1 tert-butyl (2R,4S)-2-[(4-tert-butylphenyl)-[2-(cyclohexylamino)-2-oxo-1-(3-pyridyl)ethyl]carbamoyl]-4-phenoxy-pyrrolidine-1-carboxylate